8-[(12aR)-10-chloro-8-fluoro-1,2,3,4,12,12a-hexahydro-6H-pyrazino[2,1-c][1,4]benzooxazepin-9-yl]-7-methylisoquinolin-1(2H)-one ClC1=C(C(=CC=2CN3[C@@H](COC21)CNCC3)F)C=3C(=CC=C2C=CNC(C32)=O)C